5-Bromo-7-chloro-1-methyl-1H-indazole BrC=1C=C2C=NN(C2=C(C1)Cl)C